2-(((αr)-6-((S)-2-amino-3-phenylpropionylamino)spiro[3.3]heptan-2-yl)oxy)nicotinamide hydrochloride Cl.N[C@@H](C(=O)NC1CC2(CC(C2)OC2=C(C(=O)N)C=CC=N2)C1)CC1=CC=CC=C1